nonylphenoxypropanol C(CCCCCCCC)C(CC)(O)OC1=CC=CC=C1